2',5'-di(9H-carbazol-9-yl)-6'-(4,6-diphenyl-1,3,5-triazin-2-yl)-4,4''-bis(3-phenyl-9H-carbazol-9-yl)-[1,1':3',1''-terphenyl]-4'-carbonitrile C1=CC=CC=2C3=CC=CC=C3N(C12)C1=C(C(=C(C(=C1C1=CC=C(C=C1)N1C2=CC=CC=C2C=2C=C(C=CC12)C1=CC=CC=C1)C#N)N1C2=CC=CC=C2C=2C=CC=CC12)C1=NC(=NC(=N1)C1=CC=CC=C1)C1=CC=CC=C1)C1=CC=C(C=C1)N1C2=CC=CC=C2C=2C=C(C=CC12)C1=CC=CC=C1